2-(pyrazin-2-yl)thiazole-4-carboxamide N1=C(C=NC=C1)C=1SC=C(N1)C(=O)N